4-chloro-2-methylpyrido[2,3-d]pyrimidin-7(8H)-one ClC=1C2=C(N=C(N1)C)NC(C=C2)=O